NC/C(/CN1N=C2N(C(=CC=C2)C2=CC=C(C=C2)NC(C)=O)C1=O)=C\F N-(4-{2-[(2E)-2-(aminomethyl)-3-fluoroprop-2-en-1-yl]-3-oxo-2,3-dihydro[1,2,4]triazolo[4,3-a]pyridin-5-yl}phenyl)acetamide